C(C=C)C1=C(C=CC(=C1)NC(=O)OC)C=1N=C(N(C1)COCC[Si](C)(C)C)[C@H](CC(=O)O)NC(=O)OC(C)(C)C (S)-3-(4-(2-allyl-4-(methoxycarbonylamino)phenyl)-1-((2-(trimethylsilyl)ethoxy)methyl)-1H-imidazol-2-yl)-3-(tert-butoxycarbonylamino)propionic acid